CC1(CCC1)CN1CCCCC1 1-((1-methylcyclobutyl)methyl)piperidine